2,2-bis(4-hydroxy-3,5-dimethylphenyl)propane dimethacrylate C(C(=C)C)(=O)O.C(C(=C)C)(=O)O.OC1=C(C=C(C=C1C)C(C)(C)C1=CC(=C(C(=C1)C)O)C)C